C1(=CC=CC=C1)[C@@H](C)N[C@@H](CO)CC1(CC1)C(F)(F)F (2R)-2-[[(1R)-1-phenylethyl]amino]-3-[1-(trifluoromethyl)cyclopropyl]propan-1-ol